C(C)SC=1C=C(C2=CC=CC=C2C1)C1(CC1)C=1C(=C(C(=O)N)C=CC1)C (1-(3-(ethylthio)naphthalen-1-yl)cyclopropyl)-2-methyl-benzamide